C(CCC)N1CCCCC1 1-butylpiperidin